2-{6-[(3R)-3-[tert-butyl(methyl)amino]pyrrolidin-1-yl]pyridazin-3-yl}-4-fluoro-5-(6-methoxypyridazin-4-yl)phenol C(C)(C)(C)N([C@H]1CN(CC1)C1=CC=C(N=N1)C1=C(C=C(C(=C1)F)C1=CN=NC(=C1)OC)O)C